1-isopropyl-3-(2-propoxyphenyl)-5-methyl-pyrazol-4-ol C(C)(C)N1N=C(C(=C1C)O)C1=C(C=CC=C1)OCCC